OC1C[C@@H]2N([C@@H](CN(C2)C2=C3C=CC=NC3=C(C=C2)C#N)C)C1 5-[(4R,8aS)-7-hydroxy-4-methyl-3,4,6,7,8,8a-hexahydro-1H-pyrrolo[1,2-a]pyrazin-2-yl]quinoline-8-carbonitrile